OC=1C=C(CO)C=CC1 3-hydroxybenzylalcohol